Cl.C(C)OC=1C(=CC2=CN(N=C2C1)C)C(=O)NC=1N=NC(=CC1)N1CCNCC1 6-ethoxy-2-methyl-N-(6-(piperazin-1-yl)pyridazin-3-yl)-2H-indazole-5-carboxamide hydrochloride